C(#N)C1=C(C=C(C=C1)N1CCC(CC1)C(=O)NC1=NC=C(C=C1)N1CCN(CC1)CCOC1CCNCC1)C(F)(F)F 1-(4-cyano-3-(trifluoromethyl)phenyl)-N-(5-(4-(2-(piperidin-4-yloxy)ethyl)piperazin-1-yl)pyridin-2-yl)piperidine-4-carboxamide